1-[4-[(6-bromo-4-methyl-3-pyridyl)oxy]-2-methyl-thiazol-5-yl]ethanone BrC1=CC(=C(C=N1)OC=1N=C(SC1C(C)=O)C)C